alpha-aminovaleric acid NC(C(=O)O)CCC